C1(=CC=CC=C1)C1=C(C2=CC(=CC=C2C=C1)C1=CC=CC=C1)NC1=CC=CC2=C1OC1=C2C=CC=C1 N-(2,7-diphenylnaphthalen-1-yl)-dibenzofuran-4-amine